3-[5-[(3,5-difluorophenyl)methyl]-1,3,4-thiadiazol-2-yl]-1-methyl-1-[(2S)-3,3,3-trifluoro-2-hydroxy-2-methyl-propyl]urea FC=1C=C(C=C(C1)F)CC1=NN=C(S1)NC(N(C[C@](C(F)(F)F)(C)O)C)=O